COC=1C=C(C=CC1[N+](=O)[O-])N1CCC2(CCC2)CC1 7-(3-methoxy-4-nitrophenyl)-7-azaspiro[3.5]nonane